6-amino-5-(4-(pyridin-2-yloxy)phenyl)pyrimidin NC1=C(C=NC=N1)C1=CC=C(C=C1)OC1=NC=CC=C1